C1(=CC=CC=C1)OC(NC1=C(N=NS1)C(NCC1=CC=C(C=C1)Cl)=O)=O [4-(4-chloro-benzylcarbamoyl)-[1,2,3]thiadiazol-5-yl]-carbamic acid phenyl ester